COC1=C(C=CC=C1)N1CC(C1)=O 1-(2-methoxyphenyl)azetidin-3-one